C1(=CC=CC=C1)SC1=CC=2C(C3=CC=CC=C3SC2C=C1)=O 2-phenylsulphenylthioxanthone